NC=1OC2=C(C=NC=C2N2C[C@@H](CC[C@@H]2C)C(=O)N2[C@H](C3=C(C=C(C=C3CC2)Cl)Cl)C)N1 ((3R,6S)-1-(2-aminooxazolo[4,5-c]pyridin-7-yl)-6-methylpiperidin-3-yl)((S)-6,8-dichloro-1-methyl-3,4-dihydroisoquinolin-2(1H)-yl)methanone